2-ethyl-3,5,6-trifluorobenzyl (1R)-cis-3-[(Z)-2-chloro-3,3,3-trifluoro-1-propenyl]-2,2-dimethylcyclopropanecarboxylate Cl\C(=C/[C@@H]1C([C@@H]1C(=O)OCC1=C(C(=CC(=C1F)F)F)CC)(C)C)\C(F)(F)F